(E)-4-((4,8-Dimethylnon-3,7-dien-1-yl)oxy)-2-hydroxy-3,6-dimethylbenzoic acid methyl ester COC(C1=C(C(=C(C=C1C)OCC\C=C(\CCC=C(C)C)/C)C)O)=O